COC=1C=C2CCN3C(C2=CC1OC)=C\C(\N(C3=O)C3CCNCC3)=N/C3=C(C=C(C=C3C)C)C (2E)-9,10-dimethoxy-3-(piperidin-4-yl)-2-[(2,4,6-trimethylphenyl)imino]-6H,7H-pyrimido[4,3-a]isoquinolin-4-one